Cl.N[C@H](C(=O)OC)CC1=CC(=CC=C1)S(=O)(=O)C methyl (2s)-2-amino-3-(3-(methylsulfonyl)phenyl)propionate hydrochloride